NC(CC1CCN(CC1)C1=CC2=C(C[C@@](O2)(C)CO)C=C1NC(=O)C=1C=NN2C1N=CC=C2)=O (S)-N-(6-(4-(2-amino-2-oxoethyl)piperidin-1-yl)-2-(hydroxymethyl)-2-methyl-2,3-dihydrobenzofuran-5-yl)pyrazolo[1,5-a]pyrimidine-3-carboxamide